OC(C(=O)OC1C[N+]2(CCC1CC2)C)(C2=CC=CC=C2)C2=CC=CC=C2 3-(2-hydroxy-2,2-diphenylacetoxy)-1-methylquinuclidin-1-ium